dimethyl-(tert-butyl)ammonium tetra(2,3,4,6-tetrafluorophenyl)borate Methyl-9-((5-(heptadecan-9-yloxy)-5-oxopentyl)(2-hydroxyethyl)amino)nonanoate COC(CCCCCCCCN(CCO)CCCCC(=O)OC(CCCCCCCC)CCCCCCCC)=O.FC1=C(C(=CC(=C1F)F)F)[B-](C1=C(C(=C(C=C1F)F)F)F)(C1=C(C(=C(C=C1F)F)F)F)C1=C(C(=C(C=C1F)F)F)F.C[NH+](C(C)(C)C)C